2-(3-cyclopropylmethoxy-4-methoxyphenyl)-3-(2,6-dimethyl-4-carbonylpyridin-1(4H)-yl)-acrylamide C1(CC1)COC=1C=C(C=CC1OC)C(C(=O)N)=CN1C(=CC(C=C1C)=C=O)C